(R)-(5-cyclopropyl-1,3,4-oxadiazol-2-yl)(4-(7-(trifluoromethyl)pyrazolo[1,5-a]pyridin-2-yl)-6,7-dihydro-1H-imidazo[4,5-c]pyridin-5(4H)-yl)methanone C1(CC1)C1=NN=C(O1)C(=O)N1[C@H](C2=C(CC1)NC=N2)C2=NN1C(C=CC=C1C(F)(F)F)=C2